N1C(=CC=2C1=CN=CC2)B(O)O pyrrolo[2,3-c]pyridin-2-ylboronic acid